O=C1NC(CC[C@@H]1N1C(C2=CC=C(C=C2C1)N1CCN(CC1)CC1(CC2(C1)CCN(CC2)C(=O)OC(C)(C)C)C)=O)=O tert-butyl (S)-2-[[4-[2-(2,6-dioxo-3-piperidyl)-1-oxo-isoindolin-5-yl]piperazin-1-yl]methyl]-2-methyl-7-azaspiro[3.5]nonane-7-carboxylate